Cl.C(C1=CC=CC=C1)[C@@H]1CN(CCN1)S(=O)(=O)C (R)-3-Benzyl-1-(methylsulfonyl)piperazine HCl salt